BrC1=CC=2C=3C=C4C(=CC3C(C2C=C1)(C)C)C=CC=C4 3-bromo-11,11-dimethylbenzo[b]fluorene